N-ethyl-propylamine C(C)NCCC